5-bromo-2-oxoindoline-6-carbonitrile BrC=1C=C2CC(NC2=CC1C#N)=O